NC1=NOC2=C1C=C(C=C2)C2=CC=1C(=NC=CC1S2)N(C(C2=C(C=C(C=C2)N2N=NC=1C2=NC=CC1)F)=O)[C@H]1CNCCC1 N-[2-(3-amino-1,2-benzoxazol-5-yl)thieno[3,2-c]pyridin-4-yl]-2-fluoro-N-[(3R)-3-piperidyl]-4-(triazolo[4,5-b]pyridin-3-yl)benzamide